O[C@@H]1[C@@H](COC1)N1CCN(CC1)C(=O)OC(C)(C)C tert-butyl 4-((3R,4R)-4-hydroxytetrahydrofuran-3-yl)piperazine-1-carboxylate